NC1=NC(=NC(=N1)NC1=CC=C(C=C1)C=C)C1=CC=C(C=O)C=C1 4-(4-amino-6-((4-vinylphenyl)amino)-1,3,5-triazin-2-yl)benzaldehyde